C(C1=CC=CC=C1)OC1=CC(=C(NC2=C(C=CC(=C2)OCCCC2CCCCC2)C)C=C1)C1CC1 4-(Benzyloxy)-N-[5-(3-cyclohexylpropoxy)-2-methylphenyl]-2-cyclopropylaniline